spiro(isobenzofuran-1(3H),9'-(9H)xanthene)-5-carboxylic acid C1=CC=CC=2OC3=CC=CC=C3C3(C12)OCC1=CC(=CC=C13)C(=O)O